5-(3,3,3-trifluoropropyl)isoxazole-3-carboxylic acid FC(CCC1=CC(=NO1)C(=O)O)(F)F